ClC1=C(C(=CC=C1)Cl)C=1C=C2C(=NN(C2=CC1)C(C1=CC=CC=C1)(C1=CC=CC=C1)C1=CC=CC=C1)NC(=O)C1CC(C1)=O N-[5-(2,6-dichlorophenyl)-1-trityl-1H-indazol-3-yl]-3-oxocyclobutanecarboxamide